tert-butyl (R)-4-(2-(2,6-dioxopiperidin-3-yl)-1-oxoisoindolin-5-yl)piperazine-1-carboxylate O=C1NC(CC[C@H]1N1C(C2=CC=C(C=C2C1)N1CCN(CC1)C(=O)OC(C)(C)C)=O)=O